N[C@H](C(=O)O)COC (2S)-2-amino-3-methoxy-propanoic acid